(4-((1,3-Dioxolan-2-yl)methyl)cyclohexyl)carbamic acid tert-butyl ester C(C)(C)(C)OC(NC1CCC(CC1)CC1OCCO1)=O